NC1=NC=NC=2N(C3=CC=C(C=C3C21)OC(F)(F)F)CC(=O)OCC ethyl 2-(4-amino-6-(trifluoromethoxy)-9H-pyrimido[4,5-b]indol-9-yl)acetate